1,1,2,2-tetrafluoroethyl 1,1,1,2-tetrafluoroethyl ether FC(C(F)OC(C(F)F)(F)F)(F)F